CC1(C(C2=CC=CC=C2C1)(C1=C(C=C(C(=C1)F)F)F)NC(O[C@@H]1CN2CCC1CC2)=O)C (S)-quinuclidin-3-yl (2,2-dimethyl-(2,4,5-trifluorophenyl)-2,3-dihydro-1H-inden-1-yl)carbamat